ethyl 6-bromo-4-(isopropylamino)-1,7-naphthyridine-3-carboxylate BrC=1C=C2C(=C(C=NC2=CN1)C(=O)OCC)NC(C)C